2-[[3-[4-[[(4-cyclohexylbutyl)amino]carbonyl]-2-oxazolyl]-7-oxabicyclo[2.2.1]hept-2-yl]methyl]benzenepropanoic acid C1(CCCCC1)CCCCNC(=O)C=1N=C(OC1)C1C(C2CCC1O2)CC2=C(C=CC=C2)CCC(=O)O